S1C=C(N2C1=CC=CC2)C(=O)O 5H-thiazolo[3,2-a]pyridine-3-carboxylic acid